N1C(=CC=C1)C(=O)O pyrrole-2(1H)-carboxylic acid